(2-amino-3-chloropropyl)phenol NC(CC1=C(C=CC=C1)O)CCl